FC(OC1=C(C=CC(=C1)C(F)(F)F)C=1N=NC(=C2C1C=NC=C2)N[C@H]2CN(CCC2)CC)F 4-[2-(difluoromethoxy)-4-(trifluoromethyl)phenyl]-N-[(3R)-1-ethylpiperidin-3-yl]pyrido[3,4-d]pyridazin-1-amine